ethyl 5-(thiazol-2-yl)isoxazole-3-carboxylate S1C(=NC=C1)C1=CC(=NO1)C(=O)OCC